C(CCCCCCC)C(C(=O)[O-])=C 2-octylacrylate